Methyl (S)-1-((5-chloro-2-hydroxy-4-methylphenyl)sulfonyl)piperidine-2-carboxylate ClC=1C(=CC(=C(C1)S(=O)(=O)N1[C@@H](CCCC1)C(=O)OC)O)C